ClC1=C(CNC2=CC=C(C=N2)N2N=C(C=C2C(F)(F)F)C2=NN(C(O2)=O)C)C(=CC=C1)F 5-(1-(6-((2-chloro-6-fluorobenzyl)amino)pyridin-3-yl)-5-(trifluoromethyl)-1H-pyrazol-3-yl)-3-methyl-1,3,4-oxadiazol-2(3H)-one